CC(CN)CCCN 2-methylpentamethylenediamine